2-benzyloxycarbonyl-7-chloroindeno[1,2-e][1,3,4]oxadiazine C(C1=CC=CC=C1)OC(=O)N1COC=2C(=N1)C1=CC=C(C=C1C2)Cl